O[C@@H]1[C@H](O)[C@@H](O)[C@@H](O)CO1 beta-L-Arabinose